C1CCC2=CC(=CC=C12)NC1=CC=CC(=N1)S(=O)(=O)NC(=O)C=1C(=NC=CC1)N1C(CC(C1)C)(C)C N-[[6-(Indan-5-ylamino)-2-pyridyl]sulfonyl]-2-(2,2,4-trimethylpyrrolidin-1-yl)pyridin-3-carboxamid